4-isopropyl-5-(1-methyl-1,2,3,6-tetrahydropyridin-4-yl)thiazol-2-amine C(C)(C)C=1N=C(SC1C=1CCN(CC1)C)N